Natrium 3-(3-Bromophenyl)-3-(3-(4-hydroxy-1,5-dimethyl-2-oxo-1,2-dihydropyridin-3-yl)ureido)propanoat BrC=1C=C(C=CC1)C(CC(=O)[O-])NC(=O)NC=1C(N(C=C(C1O)C)C)=O.[Na+]